[C].[Ce] cerium carbon